cis-3-Hexen CC\C=C/CC